3-ethyl-7-({4-[(3-oxocyclopentyl)carbonyl]-1-piperazinyl}methyl)-1,5-diaza-2(1H)-naphthalenone C(C)C=1C(NC2=CC(=CN=C2C1)CN1CCN(CC1)C(=O)C1CC(CC1)=O)=O